C(C)(C)(C)C1=CC2=C(OC3=C2C=CC(=C3)Cl)C(=C1)C(C)(C)C 2,4-di-tert-butyl-7-chlorodibenzo[b,d]furan